(4-bromophenyl)-1-(oxetan-3-yl)-4-(trifluoromethyl)-1H-imidazole BrC1=CC=C(C=C1)C=1N(C=C(N1)C(F)(F)F)C1COC1